(3-(4-(2,6-diisopropylphenyl)-1H-pyrazol-1-yl)phenyl)-1,2-dihydro-1,2-azaborol C(C)(C)C1=C(C(=CC=C1)C(C)C)C=1C=NN(C1)C=1C=C(C=CC1)N1BCC=C1